5-chloro-N-ethyl-4-methyl-N-(2,2,2-trifluoro-1-(4-fluorophenyl)ethyl)thiophene-2-sulfonamide ClC1=C(C=C(S1)S(=O)(=O)N(C(C(F)(F)F)C1=CC=C(C=C1)F)CC)C